2-(5-methanesulfonyl-2-{[3-(4-{[(1R,4R)-4-(morpholin-4-yl)cyclohexyl]amino}-1-(2,2,2-trifluoroethyl)-1H-indol-2-yl)prop-2-yn-1-yl]amino}phenoxy)acetonitrile CS(=O)(=O)C=1C=CC(=C(OCC#N)C1)NCC#CC=1N(C2=CC=CC(=C2C1)NC1CCC(CC1)N1CCOCC1)CC(F)(F)F